C(C1=CC=CC=C1)SC1=CC=C(C=C1)N1C(=NC=2C1=NC(=CC2)C2=CC=CC=C2)C=2C(=NC=CC2)N 3-{3-[4-(benzylsulfanyl)phenyl]-5-phenylimidazo[4,5-b]pyridin-2-yl}pyridin-2-amine